2-{4-[3-(trifluoromethyl)benzamido]Piperazinyl}benzothiazole-6-carboxylic acid ethyl ester C(C)OC(=O)C1=CC2=C(N=C(S2)N2CCN(CC2)NC(C2=CC(=CC=C2)C(F)(F)F)=O)C=C1